2'-bromo-6'-fluoro-spiro[cyclohexane-1,1'-indene]-4-one BrC=1C2(C3=CC(=CC=C3C1)F)CCC(CC2)=O